O1CCN(CC1)CC(=O)NC1=CC=C(C=C1)[N+](=O)[O-] 2-morpholino-N-(4-nitrophenyl)acetamide